6-methoxy-5-({6-[(1R,2S)-5'-methoxy-2'-oxo-1',2'-dihydrospiro[cyclopropan-1,3'-indol]-2-yl]-1H-indazol-3-yl}amino)-N-methyl-N-(propan-2-yl)pyridine-2-carboxamide COC1=C(C=CC(=N1)C(=O)N(C(C)C)C)NC1=NNC2=CC(=CC=C12)[C@@H]1C[C@@]12C(NC1=CC=C(C=C21)OC)=O